NCC(CN1N=CC=C1C(=O)OC)O methyl 2-(3-amino-2-hydroxy-propyl)pyrazole-3-carboxylate